2-(1-(non-8-yn-1-yl)-1H-pyrazol-4-yl)acetic acid C(CCCCCCC#C)N1N=CC(=C1)CC(=O)O